4-nitro-N-[2-(oxiran-2-yl)ethyl]-N-propyl-benzenesulfonamide [N+](=O)([O-])C1=CC=C(C=C1)S(=O)(=O)N(CCC)CCC1OC1